O=C1NC(CCC1N1C(C2=CC=CC(=C2C1=O)NCCCCCCCC(=O)N)=O)=O 8-((2-(2,6-dioxopiperidin-3-yl)-1,3-dioxoisoindol-4-yl)amino)octanamide